C1(=CC=CC=C1)C#CC1=CC=C(C(=O)C2=CC=CC=C2)C=C1 4-(phenylethynyl)benzophenone